3-[4-[[Dimethyl(oxo)-λ6-sulfanyliden]amino]anilino]-5-(methylamino)-6-(3-methylimidazo[4,5-c]pyridin-7-yl)pyrazin-2-carboxamid CS(=O)(C)=NC1=CC=C(NC=2C(=NC(=C(N2)NC)C=2C3=C(C=NC2)N(C=N3)C)C(=O)N)C=C1